CC([O-])C.[Ca+2].[Ca+2].CC([O-])C.CC([O-])C.CC([O-])C di-calcium isopropoxide